2,4-dichloro-6-fluoro-5-((triisopropylsilyl)ethynyl)quinazoline ClC1=NC2=CC=C(C(=C2C(=N1)Cl)C#C[Si](C(C)C)(C(C)C)C(C)C)F